ClC=1C=C(C=CC1)NS(=O)(=O)C1CCN(CC1)C(=O)OC(C)(C)C tert-butyl 4-(N-(3-chlorophenyl)sulfamoyl)piperidine-1-carboxylate